praseodymium chloride salt [Cl-].[Pr+3].[Cl-].[Cl-]